Methyl 2-(((1R*,6R*)-5-(6-((4-cyano-2-fluorobenzyl)oxy)pyridin-2-yl)-2,5-diazabicyclo[4.2.0]octan-2-yl)methyl)-5-fluoro-1-(((S)-oxetan-2-yl)methyl)-1H-benzo[d]imidazole-6-carboxylate C(#N)C1=CC(=C(COC2=CC=CC(=N2)N2CCN([C@@H]3CC[C@@H]23)CC2=NC3=C(N2C[C@H]2OCC2)C=C(C(=C3)F)C(=O)OC)C=C1)F |o1:18,21|